ethyl-diphenyl-phosphine sulfide C(C)P(C1=CC=CC=C1)(C1=CC=CC=C1)=S